{2-[3-(trifluoromethoxy)phenyl][1,2,4]triazolo[1,5-c]quinazolin-5-yl}-D-alaninamide FC(OC=1C=C(C=CC1)C1=NN2C(=NC=3C=CC=CC3C2=N1)N[C@H](C)C(=O)N)(F)F